1-(Prop-2-yl)-1,2,4-triazole CC(C)N1N=CN=C1